OP(O)OP(O)O.C(CCCCCCCCCCCC)CCCC(C1=CC(=C(C=C1C)O)C(C)(C)C)C1=CC(=C(C=C1C)O)C(C)(C)C (tridecyl)-4,4'-n-butylidenebis(2-tert-butyl-5-methylphenol) diphosphite